2-[3-(6-azaspiro[3.4]octan-6-yl)-6-oxopyridazin-1(6H)-yl]-N-(quinazolin-7-yl)acetamide C1CCC12CN(CC2)C2=NN(C(C=C2)=O)CC(=O)NC2=CC=C1C=NC=NC1=C2